2-triethoxysilyl-5-thioacetylnorbornene C(C)O[Si](C=1C2CC(C(C1)C2)C(C)=S)(OCC)OCC